ClC1=C(C=CC=C1)C1=CN=C(S1)NC(=O)[C@@H]1CN(C[C@H]1C)C#N |r| (±)-trans-N-(5-(2-chlorophenyl)thiazol-2-yl)-1-cyano-4-methylpyrrolidine-3-carboxamide